4-methoxy-2-methyl-5-(8-(trifluoromethyl)thiochroman-5-yl)pyridazin-3(2H)-one COC=1C(N(N=CC1C1=C2CCCSC2=C(C=C1)C(F)(F)F)C)=O